1-thia-7-azaspiro[3.5]nonane 1-oxide S1(CCC12CCNCC2)=O